2-(tert-butyldimethylsilyl)-4-methylquinoline [Si](C)(C)(C(C)(C)C)C1=NC2=CC=CC=C2C(=C1)C